Tris(N-Nitroso-N-Phenyl-Hydroxylamine)-Aluminum Salt [Al].N(=O)N(O)C1=CC=CC=C1.N(=O)N(O)C1=CC=CC=C1.N(=O)N(O)C1=CC=CC=C1